O-(4-bromo-3-chloro-2-methylsulfanyl-phenyl) chlorothioformate ClC(=S)OC1=C(C(=C(C=C1)Br)Cl)SC